C1(CC1)C(=O)C1=CNC2=NC=CC(=C21)N[C@@H]2CC[C@@H](N(C2)C(C=C)=O)C 1-((2S,5R)-5-((3-(cyclopropanecarbonyl)-1H-pyrrolo[2,3-b]pyridin-4-yl)amino)-2-methylpiperidin-1-yl)prop-2-en-1-one